FC1=C(C=C(C=C1)C1(CC1)N(C(=O)OC)C[C@]1(N(CCC1)C(=O)OC(C)(C)C)C)C(F)(F)F tert-butyl (S)-2-(((1-(4-fluoro-3-(trifluoromethyl)phenyl)cyclopropyl)(methoxycarbonyl)amino)methyl)-2-methylpyrrolidine-1-carboxylate